3-((13S,15R)-13-methyl-17-oxo-7,8,9,11,12,13,14,15,16,17-decahydro-6H-cyclopenta[a]phenanthren-15-yl)-N-(5-morpholinopyridin-2-yl)propanamide C[C@@]12C(C[C@H](C1C1CCC=3C=CC=CC3C1CC2)CCC(=O)NC2=NC=C(C=C2)N2CCOCC2)=O